2-((1-(2-(1-(tert-butoxycarbonyl)piperidin-4-yl)-6-methyl-4-oxo-4H-chromen-8-yl)ethyl)amino)benzoic acid C(C)(C)(C)OC(=O)N1CCC(CC1)C=1OC2=C(C=C(C=C2C(C1)=O)C)C(C)NC1=C(C(=O)O)C=CC=C1